OCC(C)(C)NC1=NC(=C(C(=O)NC2=CC(=C(C=C2)C)C=2C=NC=CC2)C=C1)N1CCC2(CC2)CC1 6-((1-hydroxy-2-methylpropan-2-yl)amino)-N-(4-methyl-3-(pyridin-3-yl)phenyl)-2-(6-azaspiro[2.5]octan-6-yl)nicotinamide